C(CC)(=O)OC=1C(=NC=CC1)OC 2-Methoxypyridin-3-yl propionate